OC=1C=C(C=CC1)C=1SC=C(N1)C(=O)N 2-(3-hydroxyphenyl)thiazole-4-carboxamide